2-(7-cyano-11-cyclopropyl-1,9-diazatricyclo[6.3.1.04,12]dodeca-2,4,6,8(12)-tetraen-2-yl)-7-fluoro-1-methyl-benzimidazole-5-carboxylic acid C(#N)C1=CC=C2C=C(N3C(CNC1=C32)C3CC3)C3=NC2=C(N3C)C(=CC(=C2)C(=O)O)F